CC1(C(=NC=2C=CC3=C(C12)C=CC=C3)C)C 1,1,2-trimethyl-1H-benzo[e]indol